(2s,4r)-2-((1s,5r,6s)-6-(3-(tert-butyl)phenyl)-1-methyl-3-azabicyclo[3.1.0]hexane-3-carbonyl)-7-oxa-5-azaspiro[3.4]octan-6-one C(C)(C)(C)C=1C=C(C=CC1)[C@@H]1[C@H]2CN(C[C@@]12C)C(=O)C1CC2(C1)NC(OC2)=O